N-(1-methyl-1H-pyrazol-4-yl)-1H-pyrrole-3-carboxamide hydrochloride Cl.CN1N=CC(=C1)NC(=O)C1=CNC=C1